3-[(4S)-4-[2-[2-fluoro-5-[(4,6,7-trifluoro-1H-indol-5-yl)oxy]phenyl]-1H-imidazol-4-yl]-2,2,4-trimethyl-chroman-8-yl]propanoic acid FC1=C(C=C(C=C1)OC=1C(=C2C=CNC2=C(C1F)F)F)C=1NC=C(N1)[C@]1(CC(OC2=C(C=CC=C12)CCC(=O)O)(C)C)C